N6,N6-dimethyl-N2-((6-(2-(methylsulfonyl)pyrimidin-3-yl)hex-5-ynoyl)-L-valyl)-L-lysine CN(CCCC[C@H](NC([C@@H](NC(CCCC#CN1C(N=CC=C1)S(=O)(=O)C)=O)C(C)C)=O)C(=O)O)C